C(C1=CC=CC=C1)N1C=NC2=C1C=C(C=C2)C2=NNC(=C2)NC(C2=CC=C(C=C2)OCCO)=O N-(3-(1-benzyl-1H-benzo[d]imidazol-6-yl)-1H-pyrazol-5-yl)-4-(2-hydroxyethoxy)benzamide